C(C)(C)S(=O)(=O)C[C@@H]1[C@H](N(C1)C=O)C ((2R,3S)-3-((isopropylsulfonyl)methyl)-2-methylazetidin-1-yl)methanone